O[C@@H]1COCC[C@H]1NC=1N=NC(=C2C1C=NC=C2)C2=CC=C1C(CCO1)=C2O |r| 5-[4-[[rac-(3S,4R)-3-Hydroxytetrahydropyran-4-yl]amino]pyrido[3,4-d]pyridazin-1-yl]-2,3-dihydrobenzofuran-4-ol